p-ChlorobenzotrifLuorid ClC1=CC=C(C=C1)C(F)(F)F